C(C1=CC=CC=C1)S(=O)(=O)OC=1C=C(C=CC1)NC(=O)NC1=CC=C(C=C1)OS(=O)(=O)CC1=CC=C(C=C1)C N-[3-(benzylsulfonyloxy)phenyl]-N'-[4-(p-methylbenzylsulfonyloxy)phenyl]urea